methyl-16-oxo-androsta-5-en-3beta-ol acetate C(C)(=O)O[C@@H]1CC2=CC[C@H]3[C@@H]4CC(C[C@@]4(CC)CC[C@@H]3[C@]2(CC1)C)=O